CC1(CNCCO1)CCC(=O)C=1C=CC=2N(C3=CC=C(C=C3C2C1)C(CCC1(CNCCO1)C)=O)CCCCCCCC 3,6-bis(2-methyl-2-morpholinpropionyl)-9-n-octylcarbazole